N-[6-(2-hydroxy-prop-2-yl)-1H-indazol-5-yl]-6-(trifluoromethyl)pyridine-2-carboxamide OC(C)(C)C1=C(C=C2C=NNC2=C1)NC(=O)C1=NC(=CC=C1)C(F)(F)F